12-(3-fluoro-bicyclo[1.1.1]pent-1-yl)dodecanoic acid FC12CC(C1)(C2)CCCCCCCCCCCC(=O)O